N-([1,1'-biphenyl]-3-yl)-2-(4-hydroxyphenyl)acetamide C1(=CC(=CC=C1)NC(CC1=CC=C(C=C1)O)=O)C1=CC=CC=C1